5-(2,6-difluorophenyl)-3-methyl-1-(tetrahydro-2H-pyran-2-yl)-1,4-dihydrobenzo[d]pyrazolo[3,4-f][1,3]diazepine FC1=C(C(=CC=C1)F)C=1NC2=C(C3=C(N1)C=CC=C3)N(N=C2C)C2OCCCC2